(5-Bromo-4-hydroxythiophen-2-yl)(4-(4-methoxyphenyl)piperazin-1-yl)methanone methyl-5-((cyclopropylamino)methyl)picolinate bis(2,2,2-trifluoroacetate) FC(C(=O)O)(F)F.FC(C(=O)O)(F)F.COC(C1=NC=C(C=C1)CNC1CC1)=O.BrC1=C(C=C(S1)C(=O)N1CCN(CC1)C1=CC=C(C=C1)OC)O